FC1=C(C=CC=C1)C(/C=C/C1=CC=C(OCC(=O)O)C=C1)=O 2-[4-[(E)-3-(2-Fluorophenyl)-3-oxoprop-1-enyl]phenoxy]acetic acid